5,8-difluoro-1-oxo-1,2,3,4-tetrahydroisoquinolin-6-yl trifluoromethanesulfonate FC(S(=O)(=O)OC=1C(=C2CCNC(C2=C(C1)F)=O)F)(F)F